ClC1=C2C(=NC(=C1)C)C=CN2 7-chloro-5-methyl-1H-pyrrolo[3,2-b]pyridine